C(=O)C1=CC(=C(C=C1)NC(CN1CCOCC1)=O)OC N-(4-formyl-2-methoxyphenyl)-2-morpholinoacetamide